C(C1=CC=CC=C1)N1C=C(C=CC1=O)OC1=C(C=C(C=C1Cl)N1N=C(C=C1)C(=O)N)Cl (4-((1-benzyl-6-oxo-1,6-dihydropyridin-3-yl)oxy)-3,5-dichlorophenyl)-1H-pyrazole-3-carboxamide